5-(4-(bis(4-methoxyphenyl)amino)phenyl)thiophene-2-formaldehyde COC1=CC=C(C=C1)N(C1=CC=C(C=C1)C1=CC=C(S1)C=O)C1=CC=C(C=C1)OC